OC1=C(C=CC(=C1)OC1=CC(=C(C=C1)Br)C)C(C=O)N1N=CN=C1 2-(2'-Hydroxy-4'-(3''-methyl-4''-bromophenoxy)phenyl)-2-(1H-1,2,4-triazolyl)ethanone